C1(CCCC1)C1=NC2=NC=NC(=C2N1)C(=O)NCC=1C=C(C=C(C1)F)C=1C=NN(C1)C1=CC=C(C(=O)O)C=C1 4-(4-(3-((8-Cyclopentyl-7H-purine-6-carboxamido)methyl)-5-fluorophenyl)-1H-pyrazol-1-yl)benzoic acid